N,N-dimethylcyclohexylamine acetate C(C)(=O)O.CN(C)C1CCCCC1